BrC1=CC=C(CNC(CNCC2=CC=C(C=C2)Br)=O)C=C1 N-(4-bromobenzyl)-2-((4-bromobenzyl)amino)acetamide